FC=1C=C(\C=C/2\C(N(C(S2)=O)CC2=CC(=CC=C2)O)=O)C=C(C1F)OC (Z)-5-(3,4-difluoro-5-methoxybenzylidene)-3-(3-hydroxybenzyl)thiazolidine-2,4-dione